[SiH2]([SiH2][SiH3])N trisilaneamine